BrC1=C(C(=CC(=C1)C#N)Cl)C(CCC(=O)OC(C)(C)C)C#N tert-butyl 4-(2-bromo-6-chloro-4-cyanophenyl)-4-cyanobutanoate